O[C@@H]1[C@@H](CCC1)NCC1=CC2=C(NC(=N2)C=2C=C(C=CC2)C2=C(C=C(C=C2)C#N)C2=NN=CN2C)C(=C1)C(F)(F)F 3'-(5-((((1R,2S)-2-hydroxycyclopentyl)amino)methyl)-7-(trifluoromethyl)-1H-benzo[d]imidazol-2-yl)-2-(4-methyl-4H-1,2,4-triazol-3-yl)-[1,1'-biphenyl]-4-carbonitrile